C(C)(C)(C)N(C(O)=O)C1=C(C=CC=C1)N.FC1=NC=C(C=N1)C=1N=C(SC1)NC(C)=O N-(4-(2-fluoropyrimidin-5-yl)thiazol-2-yl)acetamide tert-butyl-(2-aminophenyl)carbamate